N-{1-[(N-tetrahydro-2H-pyran-4-ylcarbamoyl)methyl]-4-piperidyl}-6-[3-(4-mesyl-2-anisidino)-1-propynyl]-1-(2,2,2-trifluoroethyl)-1H-benzo[d]imidazole-4-carboxamide O1CCC(CC1)NC(=O)CN1CCC(CC1)NC(=O)C1=CC(=CC=2N(C=NC21)CC(F)(F)F)C#CCNC=2C(OC)=CC=C(C2)S(=O)(=O)C